[6-(di-tert-butylphosphinomethyl)-2-(N,N-diethylaminomethyl)pyridine] ruthenium (II) [Ru+2].C(C)(C)(C)P(C(C)(C)C)CC1=CC=CC(=N1)CN(CC)CC